Diazobenzimidazol [N+](=[N-])=C1N=C2C(=N1)C=CC=C2